1-((R)-1-(5,7-difluoro-3-methylbenzofuran-2-yl)-2,2,2-trifluoroethyl)-3-(3-((1,1-dioxidotetrahydrothiophen-3-yl)amino)-5-fluorophenyl)urea FC=1C=C(C2=C(C(=C(O2)[C@H](C(F)(F)F)NC(=O)NC2=CC(=CC(=C2)F)NC2CS(CC2)(=O)=O)C)C1)F